ClC1=C(C(=O)NC2=C3C=NN(C3=CC=C2)C2=CC(=C(C=C2)OC)OC)C=C(C=C1)CNC(C(C)(C)C)=O 2-Chloro-N-[1-(3,4-dimethoxyphenyl)-1H-indazol-4-yl]-5-{[(2,2-dimethylpropionyl)amino]methyl}benzamide